N-benzyl-N-(1-(3-methoxyphenyl)vinyl)acetamide C(C1=CC=CC=C1)N(C(C)=O)C(=C)C1=CC(=CC=C1)OC